3,3'-methylenebis(5-isobutyl-1H-1,2,4-triazole) C(C1=NNC(=N1)CC(C)C)C1=NNC(=N1)CC(C)C